(R)-3-(5-cyclopropyl-2-fluorophenyl)-1-isopropyl-N-(3-methyl-1,1-dioxidothietan-3-yl)-4,5,6,7-tetrahydro-1H-indazole-6-carboxamide C1(CC1)C=1C=CC(=C(C1)C1=NN(C=2C[C@@H](CCC12)C(=O)NC1(CS(C1)(=O)=O)C)C(C)C)F